O=C(CC[C@H]1NC(OC1)=O)N1CC(C1)C1=NC=C(C=N1)N1CC(CC1)C(F)(F)F (4R)-4-[3-Oxo-3-[3-[5-[3-(trifluoro-methyl)pyrrolidin-1-yl]pyrimidin-2-yl]azetidin-1-yl]propyl]oxazolidin-2-one